(S)-N-(1-(4-(benzylthio)phenylamino)-3-phenylprop-2-yl)-4-fluorobenzamide C(C1=CC=CC=C1)SC1=CC=C(C=C1)NC[C@H](CC1=CC=CC=C1)NC(C1=CC=C(C=C1)F)=O